4-{[6-(5-chloro-2-fluorophenyl)pyridazin-4-yl]amino}-N-(1-methylazetidin-3-yl)-1,7-naphthyridine-6-carboxamide ClC=1C=CC(=C(C1)C1=CC(=CN=N1)NC1=CC=NC2=CN=C(C=C12)C(=O)NC1CN(C1)C)F